N1=C(C=CC2=CC=CN=C12)CCCN1CC2(C1)CC(C2)C(=O)N[C@@H](CC(=O)OC)C2=CC(=CC(=C2)Cl)Cl (S)-Methyl 3-(2-(3-(1,8-naphthyridin-2-yl)propyl)-2-azaspiro[3.3]heptane-6-carboxamido)-3-(3,5-dichlorophenyl)propanoate